1-amino-3,5-dimethyl-adamantane trans-methyl-6-((3-(5-fluoropyridin-3-yl)-4-methylphenyl)carbamoyl)-6-azabicyclo[3.1.1]heptane-3-carboxylate COC(=O)C1CC2N(C(C1)C2)C(NC2=CC(=C(C=C2)C)C=2C=NC=C(C2)F)=O.NC21CC3(CC(CC(C2)C3)(C1)C)C